ClC=1C(=NC=CC1C1=NC(=C(C=C1)CNCC1CCC(N1)=O)OC)C1=C(C(=CC=C1)NC1=C(C(=CC=C1)CN1CC(C1)O)F)Cl 5-((((3'-chloro-2'-(2-chloro-3-((2-fluoro-3-((3-hydroxyazetidin-1-yl)methyl)phenyl)amino)phenyl)-6-methoxy-[2,4'-bipyridin]-5-yl)methyl)amino)methyl)pyrrolidin-2-one